ClC1=CC=C(C=C1)C(=C)NC(C1=CC=CC=C1)=O N-(1-(4-chlorophenyl)vinyl)benzamide